Tert-butyl 5-{[5-(2-chloro-5-cyanophenyl)-1-trityl-1H-indazol-3-yl] carbamoyl}-2,2-dimethylpiperidine-1-carboxylate ClC1=C(C=C(C=C1)C#N)C=1C=C2C(=NN(C2=CC1)C(C1=CC=CC=C1)(C1=CC=CC=C1)C1=CC=CC=C1)NC(=O)C1CCC(N(C1)C(=O)OC(C)(C)C)(C)C